O=C1NC(CCC1N1C(C2=CC=CC(=C2C1=O)OCC(=O)NCCOCCOCCCS(=O)(=O)OC1CN(CC1)C(=O)C=1C=C2C=CNC2=CC1)=O)=O indole-5-carbonyl-pyrrolidin-3-ol 2-(2-(2-(2-((2-(2,6-dioxopiperidin-3-yl)-1,3-dioxoisoindolin-4-yl)oxy)acetamido)ethoxy)ethoxy)ethyl-methanesulfonate